(2S,2'S)-3,3'-(((((2-(3-((S)-2-carboxy-2-((R)-pyrrolidin-3-yl)ethyl)phenyl)acetyl)azanediyl)bis(ethane-2,1-diyl))bis(oxy))bis(3,1-phenylene))bis(2-((R)-pyrrolidin-3-yl)propanoic acid) C(=O)(O)[C@@H](CC=1C=C(C=CC1)CC(=O)N(CCOC=1C=C(C=CC1)C[C@H](C(=O)O)[C@@H]1CNCC1)CCOC=1C=C(C=CC1)C[C@H](C(=O)O)[C@@H]1CNCC1)[C@@H]1CNCC1